[N-](S(=O)(=O)C(F)(F)F)S(=O)(=O)C(F)(F)F.C[N+](CCCCCCC)(CCC)C N,N-dimethyl-N-Propyl-N-heptylammonium bis(trifluoromethanesulfonyl)imide